cis-3-methyl-N-(5-methyl-4-(1H-1,2,3-triazol-1-yl)pyridin-2-yl)-6-azabicyclo[3.1.1]heptane-6-carboxamide CC1CC2N(C(C1)C2)C(=O)NC2=NC=C(C(=C2)N2N=NC=C2)C